diisopropyl (4-(2-((t-butyldimethylsilyl)oxy)propyl)phenyl)boronate [Si](C)(C)(C(C)(C)C)OC(CC1=CC=C(C=C1)B(OC(C)C)OC(C)C)C